FC=1C=C(C=C(C1C1([C@H](CNC[C@H]1C)C)O)C)C1=C2C(=NC=C1)NC=C2C#N 4-(3-fluoro-4-((3S,4s,5R)-4-hydroxy-3,5-dimethylpiperidin-4-yl)-5-methylphenyl)-1H-pyrrolo[2,3-b]pyridine-3-carbonitrile